CC1CC2C([N+]1(C)[O-])OCC2 5,6-dimethylhexahydro-2H-furo[2,3-b]pyrrole 6-oxide